CS(=O)C1=NC=C(C(=N1)NCCCC1(CCC1)C(=O)N)C(F)(F)F (3-((2-(methylsulfinyl)-5-(trifluoromethyl)pyrimidin-4-yl)amino)propyl)cyclobutanecarboxamide